C1(CC1)C(C1=NC(=NC=C1)SC)NC(OCC1=CC=CC=C1)=O Benzyl (cyclopropyl(2-(methylthio)pyrimidin-4-yl)methyl)carbamate